cyclopropanecarboxamide, hydrogen bromide salt [Br-].C1(CC1)C(=O)N